C(=O)C1=CN=C(S1)N1C=NC(=C1)C#N 1-(5-formyl-thiazol-2-yl)-1H-imidazole-4-carbonitrile